CC1=NN=C(N=N1)C1=CC=C(C=C1)CNC(=O)CCOCCOCCOCCOCCNC(=O)CCC(=O)O 3-{[14-({[4-(6-methyl-1,2,4,5-tetrazin-3-yl)phenyl]methyl}carbamoyl)-3,6,9,12-tetraoxatetradecan-1-yl]carbamoyl}propanoic acid